FC(C1=C(N)C=CC(=C1)C=1SC2=C(N1)C=C(C=C2)F)F 2-Difluoromethyl-4-(5-fluorobenzothiazol-2-yl)aniline